1,3-dibutoxypropane C(CCC)OCCCOCCCC